C(=O)=C(CC(=O)OCCC)CC1=C(C=C(C(=C1)F)F)F propyl 3-carbonyl-4-(2,4,5-trifluorophenyl)-butyrate